C(CC)NC(C(=CC(C)C)C1CC1)=O N-propyl-isopropyl-cyclopropyl-acrylamide